tert-butyl (2-((2S)-bicyclo[2.2.1]heptan-2-ylamino)-5-(2,3-dihydrobenzo[b][1,4]dioxine-6-carbonyl)thiazol-4-yl)carbamate C12[C@H](CC(CC1)C2)NC=2SC(=C(N2)NC(OC(C)(C)C)=O)C(=O)C2=CC1=C(OCCO1)C=C2